2-(3,3-dimethyloxiran-2-yl)-N-(2-((3R,5R)-3-fluoro-5-((5-(trifluoromethyl)pyrimidin-2-yl)amino)piperidin-1-yl)-1,6-dimethyl-1H-benzo[d]imidazol-5-yl)acetamide CC1(C(O1)CC(=O)NC1=CC2=C(N(C(=N2)N2C[C@@H](C[C@H](C2)NC2=NC=C(C=N2)C(F)(F)F)F)C)C=C1C)C